BrC=1C=C(C=CC1OC1=CC=C(C=C1)C(F)(F)F)S(=O)(=O)NC 3-bromo-N-methyl-4-(4-(trifluoromethyl)phenoxy)benzenesulfonamide